methyl-acryl-dimethoxysilane C[Si](OC)(OC)C(=O)C=C